NC=1C=C(C=CC1)C1=C(C=CC=C1)S 3-Aminophenylthiophenol